N1(CCCC1)C1CN(C1)C=1OC2=C(N1)C=C(C=C2)NC(=O)C=2C=CC1=C(CCO1)C2 2,3-dihydro-benzofuran-5-carboxylic acid [2-(3-pyrrolidin-1-yl-azetidin-1-yl)-benzooxazol-5-yl]-amide